The molecule is a member of the class of resolvins that is (6E,8Z,11Z,14Z,16E)-icosapentaenoic acid carrying two hydroxy substituents at positions 5 and 18 (the 5S,18R stereoisomer). It has a role as an anti-inflammatory agent, a human xenobiotic metabolite and a rat metabolite. It is a resolvin, a diol, a secondary allylic alcohol and a hydroxy polyunsaturated fatty acid. It is a conjugate acid of a resolvin E2(1-). CC[C@H](/C=C/C=C\\C/C=C\\C/C=C\\C=C\\[C@H](CCCC(=O)O)O)O